N1CCC(CC1)OCCC(=O)[O-] 3-(4-piperidyloxy)propionate